4-({4-[(3S)-3-aminopyrrolidin-1-yl]-5-[(4,4-difluorocyclohexyl)carbamoyl]-3-(3,5-difluorophenyl)pyridin-2-yl}oxy)butanoic acid N[C@@H]1CN(CC1)C1=C(C(=NC=C1C(NC1CCC(CC1)(F)F)=O)OCCCC(=O)O)C1=CC(=CC(=C1)F)F